(S)-N-(5-methyl-4-oxo-7-(8-oxa-2-azaspiro[4.5]decan-2-yl)-2,3,4,5-tetrahydropyrido[3,2-b][1,4]oxaazepin-3-yl)-4-phenoxypyridineamide CN1C2=C(OC[C@@H](C1=O)NC(=O)C1=NC=CC(=C1)OC1=CC=CC=C1)C=CC(=N2)N2CC1(CC2)CCOCC1